F[C@@H]1CN(CC[C@H]1NC1=NN2C(C=N1)=C(N=C2C(C)C)F)S(=O)(=O)C (3R,4R)-3-fluoro-N-{5-fluoro-7-isopropylimidazo[4,3-f][1,2,4]triazin-2-yl}-1-methanesulfonylpiperidin-4-amine